C1(=CC(=CC=C1)C1=NC(=NC=C1Cl)N[C@@H]1C[C@@H](CCC1)C(=O)O)C1=CC=CC=C1 (1R,3S)-3-((4-([1,1'-biphenyl]-3-yl)-5-chloropyrimidin-2-yl)amino)cyclohexane-1-carboxylic acid